C(C)OC(CCN(C(=O)N)C1=NN(C2=C(C=CC=C12)OCCCN1[C@H](CN(C[C@H]1C)C(=O)OCC1=CC=CC=C1)C)C)=O benzyl (3S,5R)-4-(3-((3-(1-(3-ethoxy-3-oxopropyl)ureido)-1-methyl-1H-indazol-7-yl)oxy)propyl)-3,5-dimethylpiperazine-1-carboxylate